NC1=NC2=CC=C(C=C2C=C1C)C(=O)N(CC1=NC=C(C=C1)C1CCOCC1)C(C)C1=NC=CC=N1 2-amino-3-methyl-N-(1-(pyrimidin-2-yl)ethyl)-N-((5-(tetrahydro-2H-pyran-4-yl)pyridin-2-yl)methyl)quinoline-6-carboxamide